N-Stearoylmethionine CCCCCCCCCCCCCCCCCC(=O)NC(CCSC)C(=O)O